NC1=C(C=CC(=C1)CN(C)C)SC=1C2=C(C(=NC1C)N)N=C(N2)COCC 7-[2-amino-4-[(dimethylamino)methyl]phenyl]sulfanyl-2-(ethoxymethyl)-6-methyl-1H-imidazo[4,5-c]pyridin-4-amine